C(#N)N1CC=2N(N=CC2C1)C=1C=C(C=CC1)C1(CC1)S(=O)(=O)N (3-(5-cyano-5,6-dihydropyrrolo[3,4-c]pyrazol-1(4H)-yl)phenyl)cyclopropanesulfonamide